C(C)(=O)N1CC(C2=NC(=CC(=C21)CNC2(CCC2)C)C#N)(C)C 1-acetyl-3,3-dimethyl-7-{[(1-methylcyclobutyl)amino]methyl}-2H-pyrrolo[3,2-b]pyridine-5-carbonitrile